4,5-dimethylthiohexanol CSC(CCCO)C(C)SC